N1C(NC=2N=CNC2C1=O)=O purine-2,6(3H,7H)-dione